C(#N)C=1C(=CC(=NC1)NC(=O)C1=CC=C(C=C1)C1=C(C=C(C=C1)C1=NOC(=N1)C)C(F)(F)F)OCCN(C)C N-(5-cyano-4-(2-(dimethylamino)ethoxy)pyridin-2-yl)-4'-(5-methyl-1,2,4-oxadiazol-3-yl)-2'-(trifluoromethyl)-[1,1'-biphenyl]-4-carboxamide